(6S,9S,12S,15S,18R,19R)-9-(aminomethyl)-12-cycloheptyl-19-hexyl-15-isobutyl-16,18-dimethyl-6-[(1S)-1-hydroxyethyl]-1-oxa-4,7,10,13,16-pentazacyclononadecane NC[C@H]1CN[C@@H](CNCCO[C@@H]([C@@H](CN([C@H](CN[C@H](CN1)C1CCCCCC1)CC(C)C)C)C)CCCCCC)[C@H](C)O